N-(6-Acetylbenzo[d][1,3]dioxol-5-yl)-2-(piperidin-3-yl)acetamide hydrochloride Cl.C(C)(=O)C=1C(=CC2=C(OCO2)C1)NC(CC1CNCCC1)=O